9-[1-[[6-Chloro-2-(1-methyl-1,2,4-triazol-3-yl)-3-pyridyl]amino]ethyl]-3-ethyl-7-methyl-4-tetrahydrofuran-3-yl-pyrazolo[3,4-c]isoquinolin-5-one ClC1=CC=C(C(=N1)C1=NN(C=N1)C)NC(C)C=1C=2C3=C(N(C(C2C=C(C1)C)=O)C1COCC1)N(N=C3)CC